4-methyl-N-((2-(6-((1R)-1-(methylamino)-3-azabicyclo[3.1.0]hexan-3-yl)pyridin-2-yl)-1,6-naphthyridin-7-yl)methyl)-3-(methylsulfonyl)benzamide CC1=C(C=C(C(=O)NCC2=NC=C3C=CC(=NC3=C2)C2=NC(=CC=C2)N2C[C@]3(CC3C2)NC)C=C1)S(=O)(=O)C